(S)-1-(3-(4-amino-3-((2,6-difluoro-3,5-dimethoxyphenyl)ethynyl)-7-((4-methylpiperazin-1-yl)methyl)-1H-pyrazolo[4,3-c]pyridin-1-yl)pyrrolidin-1-yl)prop-2-en-1-one NC1=NC=C(C2=C1C(=NN2[C@@H]2CN(CC2)C(C=C)=O)C#CC2=C(C(=CC(=C2F)OC)OC)F)CN2CCN(CC2)C